C(C)(C)(C)C1=C(C(=O)Cl)C=CC(=C1)C(C)(C)C 2,4-di-tert-butylbenzoyl chloride